N-{[4-(1-methyl-1H-pyrazol-5-yl)-2,5-dioxoimidazolidin-4-yl]methyl}-4'-(methylsulfonyl)[biphenyl]-2-carboxamide CN1N=CC=C1C1(NC(NC1=O)=O)CNC(=O)C=1C(=CC=CC1)C1=CC=C(C=C1)S(=O)(=O)C